FC(C1=CC(=NN1C1CC(C1)(C(=O)O)OC)C1=NC(=NO1)C1(CC1)C1=C(C=CC=C1)C)F (1s,3s)-3-(5-(difluoromethyl)-3-(3-(1-(o-tolyl)cyclopropyl)-1,2,4-oxadiazol-5-yl)-1H-pyrazol-1-yl)-1-methoxycyclobutane-1-carboxylic acid